4-(2-imino-7-methylsulfanyl-1,4-dihydropyrimido[4,5-d]pyrimidin-3-yl)-3,4-dihydro-2H-quinoline-1-carboxylic acid tert-butyl ester C(C)(C)(C)OC(=O)N1CCC(C2=CC=CC=C12)N1C(NC2=NC(=NC=C2C1)SC)=N